The molecule is a 3beta-hydroxycholest-5-en-26-oate in which the stereocentre at position 25 has R-configuration. It is a conjugate base of a (25R)-3beta-hydroxycholest-5-en-26-oic acid. C[C@H](CCC[C@@H](C)C(=O)[O-])[C@H]1CC[C@@H]2[C@@]1(CC[C@H]3[C@H]2CC=C4[C@@]3(CC[C@@H](C4)O)C)C